C(#N)C1=CC=C(C=C1)S(=O)(=O)N(CCC1=NC=CC=C1)C1=CC=CC=C1 4-cyano-N-phenyl-N-[2-(pyridin-2-yl)ethyl]benzenesulfonamid